(butyltrithiomethyl)benzene C(CCC)SSSCC1=CC=CC=C1